8-hydroxynaphthalene-3,6-disulfonic acid OC=1C=C(C=C2C=C(C=CC12)S(=O)(=O)O)S(=O)(=O)O